4-((2-ethoxybenzyl)amino)-2-((1-methyl-1H-pyrazol-4-yl)amino)pyrimidin-5-carboxamide C(C)OC1=C(CNC2=NC(=NC=C2C(=O)N)NC=2C=NN(C2)C)C=CC=C1